6-(1H-pyrazol-1-yl)-3-amino-5-trifluoromethylpyridine N1(N=CC=C1)C1=C(C=C(C=N1)N)C(F)(F)F